Rac-(4-aminoimidazo[1,5-a]pyrido[3,4-e]pyrazin-8-yl)((4aS,9bS)-3,3-dimethyl-7-(trifluoromethoxy)-3,4,4a,9b-tetrahydrobenzofuro[3,2-b]pyridin-1(2H)-yl)methanone NC=1C=2N(C3=C(N1)C=NC(=C3)C(=O)N3[C@@H]1[C@H](CC(C3)(C)C)OC3=C1C=CC(=C3)OC(F)(F)F)C=NC2 |r|